CN(C1CCN(CC1)CC1=CC=2N=C(N=C(C2S1)N1CCOCC1)N1N=C(C=C1)C=1C=C(C=CC1)C)C N,N-dimethyl-1-((4-morpholino-2-(3-(m-tolyl)-1H-pyrazol-1-yl)thieno[3,2-d]pyrimidin-6-yl)methyl)piperidin-4-amine